benzyl-7-methylthieno[3,2-d][1,2,3]triazin-4-amine C(C1=CC=CC=C1)C1=C(C=2N=NN=C(C2S1)N)C